(S)-2-(3-(cyclopropylmethyl)-2-methoxyphenyl)-2-((R)-3-((5-(5,6,7,8-tetrahydro-1,8-naphthyridin-2-yl)pentyl)oxy)pyrrolidin-1-yl)acetic acid C1(CC1)CC=1C(=C(C=CC1)[C@@H](C(=O)O)N1C[C@@H](CC1)OCCCCCC1=NC=2NCCCC2C=C1)OC